(2r,3r,4r,5s)-hexane-1,2,3,4,5,6-hexaol C([C@H]([C@H]([C@@H]([C@H](CO)O)O)O)O)O